FC(CCNC1=NC=C(C=C1)NC1=C(C=CC=C1)[N+](=O)[O-])F N2-(3,3-difluoropropyl)-N5-(2-nitrophenyl)pyridine-2,5-diamine